COC=1C(=NC(=CC1)C1(CCC1)OC)S(=O)(=O)N 3-methoxy-6-(1-methoxycyclobutyl)pyridine-2-sulfonamide